2-methyl-N-(1-(naphthalen-2-yl)ethyl)undecane-1-imine oxide CC(C=[N+](C(C)C1=CC2=CC=CC=C2C=C1)[O-])CCCCCCCCC